NC1CN(CCC1)C1=CC(N(C(N1CC1=C(C#N)C=CC(=C1)F)=O)C)=O 2-[6-(3-amino-piperidine-1-yl)-3-methyl-2,4-dioxo-3,4-dihydro-2H-pyrimidine-1-ylmethyl]-4-fluoro-benzonitrile